1-Chlorohexene ClC=CCCCC